2,2'-(adipoylbis(azanediyl))bis(3-methyl-3-(nitrosothio)butanoic acid) C(CCCCC(=O)NC(C(=O)O)C(C)(SN=O)C)(=O)NC(C(=O)O)C(C)(C)SN=O